phenyl-(diphenyltriazinyl)dibenzothiophene copper arsenate chromite [Cr](=O)([O-])[O-].[As](O)(O)(O)=O.[Cu+2].C1(=CC=CC=C1)C1=C(C2=C(SC3=C2C=CC=C3)C=C1)C1=NN=NC(=C1C1=CC=CC=C1)C1=CC=CC=C1